2-chloro-N-(4-fluoro-3-methylphenyl)-3-(2-((1-hydroxy-2-methylpropan-2-yl)amino)-2-oxoacetyl)-5,6,7,8-tetrahydroindolizine-1-carboxamide ClC=1C(=C2CCCCN2C1C(C(=O)NC(CO)(C)C)=O)C(=O)NC1=CC(=C(C=C1)F)C